COCCOC1=CC=C(C=C1)C1=CC=C(C=C1)C(C=CC=1C=C2N=CC=NC2=CC1)=O 1-(4'-(2-methoxyethoxy)-[1,1'-biphenyl]-4-yl)-3-(quinoxalin-6-yl)prop-2-en-1-one